ClC=1N=NC(=CC1[C@@H]1[C@H](C1)C(C)=O)C=1C(=NC(=NC1)OC)OC 1-((1S,2S)-2-(3-chloro-6-(2,4-dimethoxypyrimidin-5-yl)pyridazin-4-yl)cyclopropyl)ethan-1-one